N1=CC(=CC=C1)C(C)O 1-(3-Pyridyl)ethanol